tert-butyl (3R)-3-(1H-pyrazole-3-carbonylamino)pyrrolidine-1-carboxylate N1N=C(C=C1)C(=O)N[C@H]1CN(CC1)C(=O)OC(C)(C)C